CC(=CC=C)CCCC 4-methyl-octadien